(1S,4r)-4-((2-(((S)-2-fluorobutyl)amino)-5-(5-(3-fluoropropyl)pyridin-2-yl)pyrimidin-4-yl)amino)cyclohexan-1-ol methyl-(benzyl(1,3-dioxoisoindolin-2-yl)carbamoyl)tryptophanate CN([C@@H](CC1=CNC2=CC=CC=C12)C(=O)OC1CCC(CC1)NC1=NC(=NC=C1C1=NC=C(C=C1)CCCF)NC[C@H](CC)F)C(N(N1C(C2=CC=CC=C2C1=O)=O)CC1=CC=CC=C1)=O